(S)-N-(3-(2-((2-Fluoro-3-(methylsulfonyl)phenyl)amino)-5-methylpyrimidin-4-yl)-1H-indol-7-yl)-3-methoxy-2-(4-methylpiperazin-1-yl)propanamid FC1=C(C=CC=C1S(=O)(=O)C)NC1=NC=C(C(=N1)C1=CNC2=C(C=CC=C12)NC([C@H](COC)N1CCN(CC1)C)=O)C